FC=1C=C(C=CC1F)[C@H]1CC[C@H](N1C(=O)C1=CC=C(C=C1)C1=C(C=CC=C1)OC)C(=O)O (2S,5R)-5-(3,4-difluorophenyl)-1-(2'-methoxy-[1,1'-biphenyl]-4-carbonyl)pyrrolidine-2-carboxylic acid